C12C(C=CC3=CC=CC=C13)O2 epoxydihydronaphthalene